CC1=CC(=CC=C1)SC1=CC=C(C=C1)C 1-methyl-3-(p-tolylthio)benzene